8-(methylamino)-6-{[3-(piperazin-1-yl)phenyl]amino}imidazo[1,2-b]pyridazine-3-carboxamide hydrochloride Cl.CNC=1C=2N(N=C(C1)NC1=CC(=CC=C1)N1CCNCC1)C(=CN2)C(=O)N